(3S)-3-{[2-(3-methoxyphenyl)-10-methyl[1,2,4]triazolo[1,5-c]quinazolin-5-yl]amino}azepan-2-one COC=1C=C(C=CC1)C1=NN2C(=NC=3C=CC=C(C3C2=N1)C)N[C@@H]1C(NCCCC1)=O